N-[(S)-1-(4-fluoro-3-methoxyphenyl)ethyl]-4-[(S)-4-(2-fluoroethyl)-5-methyl-1,4-diazepan-1-yl]-8-cyclopropyl-6-methyl-1,7-diaza-3-naphthamide FC1=C(C=C(C=C1)[C@H](C)NC(=O)C=1C=NC2=C(N=C(C=C2C1N1CCN([C@H](CC1)C)CCF)C)C1CC1)OC